C(C1=CC=CC=C1)OC1=CC=C(OC2CN(C2)S(=O)(=O)C)C=C1 3-(4-(benzyloxy)phenoxy)-1-(methylsulfonyl)azetidine